racemic-4-((3R,4S)-4-((5-cyclopropyl-7-methyl-1H-indol-4-yl)methyl)-1-methylpyrrolidin-3-yl)benzoic acid C1(CC1)C=1C(=C2C=CNC2=C(C1)C)C[C@H]1[C@@H](CN(C1)C)C1=CC=C(C(=O)O)C=C1 |r|